FC(S(=O)(=O)OC1=CCC(CC1)NC(O)=O)(F)F.ClC=1C=C(C=CC1)N(S(=O)(=O)CC)CC1=NOC(=C1)C(NNC(C(F)F)=O)=O N-(3-chlorophenyl)-N-[[5-[[(2,2-difluoroacetyl)amino]carbamoyl]isoxazol-3-yl]methyl]ethanesulfonamide [4-(trifluoromethanesulfonyloxy)cyclohex-3-en-1-yl]carbamate